9-(5-(5-fluoro-2-methoxypyridin-4-yl)-1-((2-(trimethylsilyl)ethoxy)methyl)-1H-pyrazole-3-carbonyl)-3-oxa-9-azabicyclo[3.3.1]Nonane-7-carboxylic acid FC=1C(=CC(=NC1)OC)C1=CC(=NN1COCC[Si](C)(C)C)C(=O)N1C2COCC1CC(C2)C(=O)O